C(N1N=CC(=C1)C=1C=CC(=C(C1)O)C1=CC2=C(N=N1)N(N=N2)C2CC(NC(C2)(C)C)(C)C)([2H])([2H])[2H] 5-[1-(2H3)methyl-1H-pyrazol-4-yl]-2-[3-(2,2,6,6-tetramethylpiperidin-4-yl)-3H-[1,2,3]triazolo[4,5-c]pyridazin-6-yl]phenol